C(C)C=1C(=NC=C(C1)C1=CC=CC=2C1=NC=1CCN(CC1C2)C)N Ethyl-5-(2-methyl-1,2,3,4-tetrahydrobenzo[b][1,6]naphthyridin-6-yl)pyridin-2-amine